tert-Butyl N-[6-benzyloxy-13-methyl-6,15-bis(trifluoromethyl)-19-oxa-3,4,18-triazatricyclo[12.3.1.12,5]nonadeca-1(18),2,4,9,14,16-hexaen-17-yl]carbamate C(C1=CC=CC=C1)OC1(C2=NN=C(C=3C(=CC(=C(C(CCC=CCC1)C)N3)C(F)(F)F)NC(OC(C)(C)C)=O)O2)C(F)(F)F